1-(6-(4,4-difluoropiperidin-1-yl)-4-((2R,3S)-2-methyl-3-((methylsulfonyl)methyl)azetidin-1-yl)pyridin-2-yl)-6-(4-methoxypyridin-3-yl)-4-methyl-1H-pyrazolo[4,3-c]pyridine FC1(CCN(CC1)C1=CC(=CC(=N1)N1N=CC=2C(=NC(=CC21)C=2C=NC=CC2OC)C)N2[C@@H]([C@H](C2)CS(=O)(=O)C)C)F